NC=1N=NC(=CC1C1=CC=CC=C1)C1=CC=CC=C1 3-amino-4,6-diphenylpyridazine